ClC=1C(=CC(=C(C(=O)NC2=C(C=CC=C2F)Cl)C1)O[C@H](C(F)(F)F)C)N1N=C2N(CCCC2)C1=O 5-chloro-N-(2-chloro-6-fluorophenyl)-4-(3-oxo-5,6,7,8-tetrahydro[1,2,4]triazolo[4,3-a]pyridin-2(3H)-yl)-2-{[(2S)-1,1,1-trifluoropropan-2-yl]oxy}benzamide